C1=CC=NC(=C1)SSC2=CC=CC=N2 2,2'-Dipyridyl disulfide